N1C=CC2=CC(=CC=C12)CC(=O)NC[C@H]([C@@H](O)[C@H]1[C@@H]([C@H](C[C@@](O1)(C(=O)O)OCCCCCCOCC#C)O)NC(CO)=O)O (2R,4S,5R,6R)-6-((1R,2R)-3-(2-(1H-indol-5-yl)acetamido)-1,2-dihydroxypropyl)-4-hydroxy-5-(2-hydroxyacetamido)-2-((6-(prop-2-yn-1-yloxy)hexyl)oxy)tetrahydro-2H-pyran-2-carboxylic acid